FC1=C(C=CC=C1)C1=CC(=CN1S(=O)(=O)C1=CC(=CC=C1)[N+](=O)[O-])CN(C(OC(C)(C)C)=O)C tert-butyl N-{[5-(2-fluorophenyl)-1-(3-nitrobenzenesulfonyl)-1H-pyrrol-3-yl] methyl}-N-methylcarbamate